C(#N)CC(C)(C)C1=C(C2=C(C=C3C=NNC3=C2)N1C1=CC=C(C=C1)F)CCC(=O)O 3-[6-(2-cyano-1,1-dimethyl-ethyl)-5-(4-fluorophenyl)-1H-pyrrolo[2,3-f]indazol-7-yl]propanoic acid